8-(2-Fluoro-4-(methylsulfonyl)phenyl)-9-(4-((1-(3-fluoropropyl)azetidin-3-yl)methyl)phenyl)-6,7-dihydro-5H-benzo[7]annulen FC1=C(C=CC(=C1)S(=O)(=O)C)C=1CCCC2=C(C1C1=CC=C(C=C1)CC1CN(C1)CCCF)C=CC=C2